OC1CCN(CC1)C=1C=NC(=NC1)N1CC2CN(CC2C1)C(=O)OC(C)(C)C tert-butyl 2-[5-(4-hydroxy-1-piperidyl)pyrimidin-2-yl]-1,3,3a,4,6,6a-hexahydropyrrolo[3,4-c]pyrrole-5-carboxylate